5,7-dioxa-15-azatetracyclo[9.3.1.02,10.04,8]Pentadecane-2,4(8),9-trien-12-one C12C3=CC=4OCOC4C=C3C(C(CC1)=O)N2